(3R,4S)-3-fluoro-1-(4-((5-isopropyl-8-((2R,3S)-2-methyl-3-((methylsulfonyl)Methyl)azetidin-1-yl)-2,6-naphthyridin-3-yl)amino)-1,3,5-triazin-2-yl)-4-methylpiperidine F[C@H]1CN(CC[C@@H]1C)C1=NC=NC(=N1)NC=1N=CC2=C(C=NC(=C2C1)C(C)C)N1[C@@H]([C@H](C1)CS(=O)(=O)C)C